CC1=C(C(CCC1)(C)C)CC1OCC(CO1)C=O 2-[(2,6,6-trimethylcyclohex-1-en-1-yl)methyl]-1,3-dioxane-5-carbaldehyde